C1(CC1)C=1C=C(C=NC1OC1CCOCC1)C=O (5-cyclopropyl-6-(tetrahydro-2H-pyran-4-yloxy)pyridin-3-yl)methanone